CN1C[C@@H]2[C@H](CC1)CCN2C2=CC(=C(N=N2)C2=C(C=C(C#N)C=C2)O)C 4-[6-[(3aR,7aS)-6-methyl-3,3a,4,5,7,7a-hexahydro-2H-pyrrolo[2,3-c]pyridin-1-yl]-4-methyl-pyridazin-3-yl]-3-hydroxy-benzonitrile